C(#N)[C@H]1N(CSC1)C(CNC(=O)C1=CC=NC2=CC=C(C=C12)N1CC(C1)C(F)(F)F)=O (R)-N-(2-(4-Cyanothiazolidin-3-yl)-2-oxoethyl)-6-(3-(trifluoromethyl)-azetidin-1-yl)quinoline-4-carboxamide